C(C)(C)(C)OC(NC1(CCN(CC1)C=1N=C(C2=C(N1)N(C=C2Br)COCC[Si](C)(C)C)C#N)C2=C(C=C(C=C2)F)F)=O 1-(5-bromo-4-cyano-7-((2-(trimethylsilyl)ethoxy)methyl)-7H-pyrrolo[2,3-d]pyrimidin-2-yl)-4-(2,4-difluorophenyl)piperidin-4-ylcarbamic acid tert-butyl ester